FC(C=1N=C(OC1C(=O)N1[C@@H](C2=C(CC1)NC=N2)C=2OC1=C(N2)C=C(C=C1)F)[C@@H](C)O)F (4-(difluoromethyl)-2-((R)-1-hydroxyethyl)oxazol-5-yl)((S)-4-(5-fluorobenzo[d]oxazol-2-yl)-6,7-dihydro-1H-imidazo[4,5-c]pyridin-5(4H)-yl)methanone